C(=C)(C)C=1C=C(C(N(C1)CC1=CC=C(C=C1)OC)=O)C(F)(F)F 5-isopropenyl-1-[(4-methoxyphenyl)methyl]-3-(trifluoromethyl)pyridin-2-one